N[C@H]1CN(CCC1)C(=O)C=1C=CC=2N(C1)N=C(C2C)C=2N(C1=CC(=CC=C1C2)N2CC(C2)N(S(=O)(=O)C)C)CC2CC2 N-[1-(2-{6-[(3R)-3-Aminopiperidine-1-carbonyl]-3-methylpyrazolo[1,5-a]pyridin-2-yl}-1-(cyclopropylmethyl)-1H-indol-6-yl)azetidin-3-yl]-N-methylmethanesulfonamide